CC=1NC(C(=CN1)C(=O)N)=O 2-methyl-6-oxopyrimidine-5-carboxamide